3-[[4-(2,6-dimethylphenyl)-6-[(2R)-2-[(3,3-dimethyltetrahydropyran-2-yl)methylamino]-4,4-dimethyl-pentoxy]pyrimidin-2-yl]sulfamoyl]benzoic acid CC1=C(C(=CC=C1)C)C1=NC(=NC(=C1)OC[C@@H](CC(C)(C)C)NCC1OCCCC1(C)C)NS(=O)(=O)C=1C=C(C(=O)O)C=CC1